methyl 3-amino-3'-chloro-4'-fluoro-2-iodo-6-(trifluoromethyl)-[1,1'-biphenyl]-4-carboxylate NC=1C(=C(C(=CC1C(=O)OC)C(F)(F)F)C1=CC(=C(C=C1)F)Cl)I